ClC=1C=NC(=C2C(C=C(N(C12)C1=C(C=C(C=C1Cl)OCCO)Cl)C)=O)OC[C@H](C(=O)NC)O (R)-3-((8-Chloro-1-(2,6-dichloro-4-(2-hydroxyethoxy)phenyl)-2-methyl-4-oxo-1,4-dihydro-1,6-naphthyridin-5-yl)oxy)-2-hydroxy-N-methylpropanamide